6-amino-N-((3R)-7-(9,9-difluoro-3,7-diazabicyclo[3.3.1]nonan-3-yl)chroman-3-yl)-2-methylthieno[2,3-d]thiazole-5-carboxamide NC1=C(SC=2N=C(SC21)C)C(=O)N[C@H]2COC1=CC(=CC=C1C2)N2CC1CNCC(C2)C1(F)F